S(N)(=O)(=O)NCCC1CN(C1)C1=NC=NC2=CC=C(C=C12)OC 4-(3-(2-sulfamoylaminoethyl)azetidin-1-yl)-6-methoxyquinazoline